NCC1=CC=C(C=C1)COC1=C(C(=NN1C(=O)C=1SC=CC1)C1CC(N(C1)C(CN1CCOCC1)=O)=O)C 4-(5-{[4-(aminomethyl)phenyl]methoxy}-4-methyl-1-(thiophene-2-carbonyl)-1H-pyrazol-3-yl)-1-[2-(morpholin-4-yl)acetyl]pyrrolidin-2-one